N-((5-bromopyridin-2-yl)methyl)-1-(difluoromethyl)-1H-pyrazol-4-amine BrC=1C=CC(=NC1)CNC=1C=NN(C1)C(F)F